CC1=CC2=C(N=CN=C2N2CC=3C=C(C=NC3CC2)C(F)(F)F)S1 6-methyl-4-[3-(trifluoromethyl)-7,8-dihydro-5H-1,6-naphthyridin-6-yl]thieno[2,3-d]pyrimidine